lithium bistrifluoroethane FC(C)(F)F.FC(C)(F)F.[Li]